6-(4-fluoro-3-isopropyl-5-(piperazin-1-yl)-1H-pyrrolo[2,3-c]pyridin-2-yl)-8-methoxy-[1,2,4]triazolo[1,5-a]pyridine FC1=C2C(=CN=C1N1CCNCC1)NC(=C2C(C)C)C=2C=C(C=1N(C2)N=CN1)OC